8-[(1R)-1-[[6-chloro-2-(7-fluoro-1-hydroxy-2,3,1-benzoxazaborinin-6-yl)-3-pyridyl]amino]ethyl]-3,6-dimethyl-2-morpholino-chromen-4-one ClC1=CC=C(C(=N1)C=1C(=CC2=C(C=NOB2O)C1)F)N[C@H](C)C=1C=C(C=C2C(C(=C(OC12)N1CCOCC1)C)=O)C